ClC1=C(C=C(C=2C3=C(NC12)CCNC([C@@H]3C)=O)NCCOC)Cl |r| racemic-7,8-dichloro-10-((2-methoxyethyl)amino)-1-methyl-3,4,5,6-tetrahydroazepino[4,5-b]indol-2(1H)-one